ClC=1C(=C(NC=2C3=C(N=CN2)C=CC(=N3)N3[C@@H]2CN([C@H](C3)C2)C(=O)OC(C)(C)C)C=CC1OC1COC1)F tert-butyl (1S,4S)-5-[4-[3-chloro-2-fluoro-4-(oxetan-3-yloxy)anilino]pyrido[3,2-d]pyrimidin-6-yl]-2,5-diazabicyclo[2.2.1]heptane-2-carboxylate